ClC=1C=C(C(=CC1CC)NCC1CCCCC1)N 4-chloro-N1-(cyclohexylmethyl)-5-ethylbenzene-1,2-diamine